ClC1=C(C=C(C=C1)NC(=O)N1C2CC(CC1C2)C)N2C(CC2)C#N cis-N-(4-chloro-3-(2-cyanoazetidin-1-yl)phenyl)-3-methyl-6-azabicyclo[3.1.1]heptane-6-carboxamide